CC1(OB(OC1(C)C)C1=CN(C2=NC=CC=C21)C(=O)[O-])C 3-(4,4,5,5-tetramethyl-1,3,2-dioxaborolan-2-yl)-1H-pyrrolo[2,3-b]pyridine-1-carboxylate